7-chloro-N-isopropyl-1-methylpyrrolo[2,3-c]pyridine-2-carboxamide ClC=1N=CC=C2C1N(C(=C2)C(=O)NC(C)C)C